4-[3-(4-chlorophenyl)-1H-pyrazol-1-yl]-1H-pyrrolo[2,3-b]pyridine ClC1=CC=C(C=C1)C1=NN(C=C1)C1=C2C(=NC=C1)NC=C2